Ethyl 6-bromo-7-(2,3-dichlorophenyl)-8-fluoro-4-hydroxy-2-methylquinoline-3-carboxylate BrC=1C=C2C(=C(C(=NC2=C(C1C1=C(C(=CC=C1)Cl)Cl)F)C)C(=O)OCC)O